C(C(C)C)N1C(C=CC(=C1)C1=NC(=NC=C1F)NC1=CC=C(C=C1)N(C)C)=O isobutyl-5-(2-(4-(dimethylamino)phenyl)amino-5-fluoropyrimidin-4-yl)-pyridin-2(1H)-one